N-(vinylbenzyl)-2-aminoethyl-3-aminopropyl-trimethoxysilane hydrochloride Cl.C(=C)C(C1=CC=CC=C1)NCCC[Si](OCCCN)(OC)OC